C1(CC1)OC1=NN(C=C1[N+](=O)[O-])COC 3-cyclopropoxy-1-(methoxymethyl)-4-nitro-1H-pyrazole